(S)-N-((4R,7s)-3,3-difluoro-1-azaspiro[3.5]nonan-7-yl)-4-(5-(5-fluoro-2-methoxypyridin-4-yl)-1H-pyrazole-3-carbonyl)-4-azaspiro[2.5]octane-7-carboxamide FC1(CNC12CCC(CC2)NC(=O)[C@H]2CCN(C1(CC1)C2)C(=O)C2=NNC(=C2)C2=CC(=NC=C2F)OC)F